CC=1C=C2C=CC(=NC2=CC1)C=1N=CSC1 4-(6-methylquinoline-2-yl)thiazole